C1(=CC=CC=C1)C=1C(=C([O-])C=CC1)C1=CC=CC=C1.[Zn+2].C1(=CC=CC=C1)C=1C(=C([O-])C=CC1)C1=CC=CC=C1 zinc diphenylphenoxide